4-(2,5-dichlorophenyl)piperazin-2-one ClC1=C(C=C(C=C1)Cl)N1CC(NCC1)=O